1-(6-(5,6-Dimethoxypyridin-3-yl)imidazo[1,2-B]pyridazin-2-yl)-3-(2-(pyridin-3-yloxy)ethyl)urea COC=1C=C(C=NC1OC)C=1C=CC=2N(N1)C=C(N2)NC(=O)NCCOC=2C=NC=CC2